bis[phenyl-(2-methylphenyl)amino]-spiro[isobenzofuran-1(3H),9'-[9H]xanthen]-3-one C1(=CC=CC=C1)N(C1=C(C=CC=C1)C)C1=C(C=2C3(C4=CC=CC=C4OC2C=C1)OC(C1=CC=CC=C13)=O)N(C1=CC=CC=C1)C1=C(C=CC=C1)C